FC1=C(C=CC(=C1)F)NC1CCN(CC1)C(CNC(=O)C1=NNC(=C1)C1=CC=CC=C1)=O 5-Phenyl-1H-pyrazole-3-carboxylic acid {2-[4-(2,4-difluoro-phenylamino)-piperidin-1-yl]-2-oxoethyl}-amide